1,4-bis(2,2,3,3-tetrafluoropropoxy)-2,3-dicyanonaphthalene FC(COC1=C(C(=C(C2=CC=CC=C12)OCC(C(F)F)(F)F)C#N)C#N)(C(F)F)F